4-(3-methoxy-5-(4-chlorophenyl)benzoyl)-7-acetyl-3,4-dihydroquinoxalin-2(1H)-one COC=1C=C(C(=O)N2CC(NC3=CC(=CC=C23)C(C)=O)=O)C=C(C1)C1=CC=C(C=C1)Cl